C(#N)CC1=CC=C(N=N1)C(C(=O)NCC1=CC(=C(C(=C1)Cl)C1C(NC(CC1)=O)=O)Cl)(C)C 2-(6-(cyanomethyl)pyridazin-3-yl)-N-(3,5-dichloro-4-(2,6-dioxopiperidin-3-yl)benzyl)-2-methylpropanamide